C(CCCCCCCCCCC)SSCCCCCCCCCCCC di(dodecyl) disulfide